3-(3,5-Di-tert-butyl-4-hydroxyphenyl)-N'-[3-(3,5-di-tert-butyl-4-hydroxyphenyl)propanoyl]propanehydrazide C(C)(C)(C)C=1C=C(C=C(C1O)C(C)(C)C)CCC(=O)NNC(CCC1=CC(=C(C(=C1)C(C)(C)C)O)C(C)(C)C)=O